C(C)(=O)N1CCC(CC1)(OC)C=1C=C2C(=CC=NC2=CC1C(=O)O)N[C@H](C)C1=C(C(=CC=C1)C(F)F)F (R)-6-(1-Acetyl-4-methoxypiperidin-4-yl)-4-((1-(3-(difluoromethyl)-2-fluorophenyl)ethyl)amino)quinoline-7-carboxylic acid